C(C)(C)(C)OC(NC1=CC=C(C=C1)CBr)=O N-[4-(bromomethyl)phenyl]Carbamic acid tert-butyl ester